FCC1(CC1)C=1C=2C(N=C(N1)C)=CC(NC2)=O 1-(fluoromethyl)cyclopropyl-2-methylpyrido[4,3-d]pyrimidine-7(6H)-one